C1(=CC(=CC=C1)N1C2=CC=CC=C2C=2C=C(C=CC12)OB(O)O)C1=CC=CC=C1 (9-([1,1'-biphenyl]-3-yl)-9H-carbazol-3-yl)boric acid